4-hydroxy-6-((4-(((S)-2-hydroxy-1-phenylethyl)amino)-5-(3-(quinuclidin-4-yl)-1,2,4-oxadiazol-5-yl)pyrimidin-2-yl)amino)-4-(hydroxymethyl)-2,3-dimethyl-3,4-dihydroisoquinolin-1(2H)-one OC1(C(N(C(C2=CC=C(C=C12)NC1=NC=C(C(=N1)N[C@H](CO)C1=CC=CC=C1)C1=NC(=NO1)C12CCN(CC1)CC2)=O)C)C)CO